ethyl 3-iodo-1-(2-morpholinoethyl)-1H-pyrazole-5-carboxylate IC1=NN(C(=C1)C(=O)OCC)CCN1CCOCC1